(Dl)-2,4,6-trimethylbenzoyldiphenylphosphine oxide CC1=C(C(=O)P(C2=CC=CC=C2)(C2=CC=CC=C2)=O)C(=CC(=C1)C)C